CC1C(C(CNC1)N1C(C2=CC=CC=C2C1=O)=O)=O 2-(5-Methyl-4-oxopiperidin-3-yl)isoindoline-1,3-dione